1-(benzyloxy)-2-(3-cyanophenyl)-4-methyl-1H-imidazole-5-carboxylic acid C(C1=CC=CC=C1)ON1C(=NC(=C1C(=O)O)C)C1=CC(=CC=C1)C#N